ClC=1C(=CC=C2N=CC(=NC12)C=1C=NN(C1)C1CN(C1)CC(=O)N1CC(C1)(F)F)OC1=CC2=C(N=C(N2)C)C=C1 2-[3-[4-[8-chloro-7-[(2-methyl-3H-benzimidazol-5-yl)oxy]quinoxalin-2-yl]pyrazol-1-yl]azetidin-1-yl]-1-(3,3-difluoroazetidin-1-yl)ethanone